C(CC)(=O)SC[C@@]12CC=C[C@H]1[C@@H]1CCC3=CCCC[C@]3(C)[C@H]1CC2 propionylthio-4,15-androstadiene